OC1CC(CC1)C1=CC=C2C=CC(=NC2=N1)C1=C(C=C(C=C1C)C)O 2-(7-(3-hydroxycyclopentyl)-1,8-naphthyridin-2-yl)-3,5-dimethylphenol